C(CCCCC)C(C(=O)OCCN(C(OCCSSCCOCCN1CCN(CC1)CCO)=O)CCOC(C(CCCCCCCC)CCCCCC)=O)CCCCCCCC 3-(2-((2-hexyldecanoyl)oxy)ethyl)-14-(4-(2-hydroxyethyl)piperazin-1-yl)-4-oxo-5,12-dioxa-8,9-dithia-3-azatetradecyl 2-hexyldecanoate